ClC=1C=C(C=CC1)NCC(=O)N1[C@H]2CC([C@@H]([C@H]1C(=O)N[C@H](C[C@@H]1C(NCC1)=O)\C=C(\S(=O)(=O)C)/F)CC2)(F)F (1R,3S,4R)-2-((3-chlorophenyl)glycyl)-5,5-difluoro-N-((R,E)-4-fluoro-4-(methylsulfonyl)-1-((R)-2-oxopyrrolidin-3-yl)but-3-en-2-yl)-2-azabicyclo[2.2.2]octane-3-carboxamide